2-fluoro-5-(2-(3-fluoroazetidin-1-yl)ethyl)benzonitrile FC1=C(C#N)C=C(C=C1)CCN1CC(C1)F